tert-butyl N-[(3S,6R)-1-(2-chloro-5-iodo-4-pyridyl)-6-methyl-3-piperidyl]carbamate ClC1=NC=C(C(=C1)N1C[C@H](CC[C@H]1C)NC(OC(C)(C)C)=O)I